BrC1=C(C(=C(C(=C1F)F)F)F)S(=O)(=O)N(C)C 2-bromo-3,4,5,6-tetrafluoro-N,N-dimethylbenzenesulfonamide